C1(CC1)N1C(C(=CC=C1)NC(=O)C=1C(=NC=2N(C1)C=C(N2)C21COC(CC2)(C1)CC)OC(C)C)=O N-(1-cyclopropyl-2-oxo-1,2-dihydropyridin-3-yl)-2-(1-ethyl-2-oxabicyclo[2.2.1]hept-4-yl)-7-isopropoxyimidazo[1,2-a]pyrimidine-6-carboxamide